C(C)(C)(C)OC(=O)N1C[C@@H](C([C@@H](C1)OCCOS(=O)(=O)C1=CC=C(C)C=C1)(F)F)C (3S,5R)-4,4-difluoro-3-methyl-5-(2-(tosyloxy)ethoxy)piperidine-1-carboxylic acid tert-butyl ester